2-(4-((tert-butylpropylphenyl)oxy)-3-methoxyphenyl)ethan-1-amine C(C)(C)(C)C=1C(=C(C=CC1)OC1=C(C=C(C=C1)CCN)OC)CCC